FC1(CC2(CN(C2)C=2N=CC(=NC2)C2CN(C2)C(CC[C@H]2NC(OC2)=O)=O)C1)F (4R)-4-[3-[3-[5-(6,6-difluoro-2-azaspiro[3.3]heptan-2-yl)pyrazin-2-yl]azetidin-1-yl]-3-oxo-propyl]oxazolidin-2-one